C(C1=CC=CC=C1)N1N=C(N2C(C1=O)=CC=C2)C2=C(C=C(C=C2)C(F)(F)F)OC 2-benzyl-4-(2-methoxy-4-(trifluoromethyl)phenyl)pyrrolo[1,2-d][1,2,4]triazin-1(2H)-one